butyl 3-(6-(5-(2-(pyridin-3-yl)acetamido)pyrazolo[1,5-a]pyridin-3-yl)pyridin-2-yl)piperidine-1-carboxylate N1=CC(=CC=C1)CC(=O)NC1=CC=2N(C=C1)N=CC2C2=CC=CC(=N2)C2CN(CCC2)C(=O)OCCCC